monosilyl-methane [SiH3]C